N[C@@H]1CN(CCC1)C1=NC=CC2=CC(=C(C=C12)OC)C(=O)N (S)-1-(3-aminopiperidin-1-yl)-7-methoxyisoquinoline-6-carboxamide